FC([C@@H]1C[C@@H](CC1)N)(F)F |r| rac-(1r,3s)-3-(trifluoromethyl)cyclopentan-1-amine